tert-butyl (R)-4-(3-(2-((6-(bis(tert-butoxycarbonyl) amino)-9H-purin-9-yl) methyl)-3,4-dichlorophenoxy) propyl)-1,2,3-oxathiazolidine-3-carboxylate 2,2-dioxide C(C)(C)(C)OC(=O)N(C1=C2N=CN(C2=NC=N1)CC1=C(OCCC[C@H]2N(S(OC2)(=O)=O)C(=O)OC(C)(C)C)C=CC(=C1Cl)Cl)C(=O)OC(C)(C)C